7-(2-((3aS,4R,6aR)-4-(4-Amino-7H-pyrrolo[2,3-d]pyrimidin-7-yl)-2,2-dimethyl-3a,6a-dihydro-4H-cyclopenta[d][1,3]dioxol-6-yl)ethyl)-N-methylquinolin-2-amine NC=1C2=C(N=CN1)N(C=C2)[C@@H]2C=C([C@H]1OC(O[C@H]12)(C)C)CCC1=CC=C2C=CC(=NC2=C1)NC